C(C)(C)(C)OC(=O)NC1=NC(N(C=C1)CC(=O)O)=O 2-(4-((tert-butoxycarbonyl)amino)-2-oxopyrimidin-1(2H)-yl)acetic acid